CC1=NN(C(C1C(=O)OC1=CC=C(C=C1)[N+](=O)[O-])=O)C1=CC=C2C=C(N(C2=C1)S(=O)(=O)C1=CC=C(C)C=C1)C 4-nitrophenyl 3-methyl-1-(2-methyl-1-tosyl-1H-indol-6-yl)-5-oxo-4,5-dihydro-1H-pyrazole-4-carboxylate